8-Hydroxy-4-quinolinyl beta-D-glucopyranosiduronic acid O([C@H]1[C@H](O)[C@@H](O)[C@H](O)[C@H](O1)C(=O)O)C1=CC=NC2=C(C=CC=C12)O